N1=C(C=CC=C1C=O)C=O pyridine-2,6-dicarboxaldehyde